(S)-quinuclidin-3-yl (5-(4-(tert-butoxymethyl)phenyl)-2,2-dimethyl-2,3-dihydro-1H-inden-1-yl)carbamate C(C)(C)(C)OCC1=CC=C(C=C1)C=1C=C2CC(C(C2=CC1)NC(O[C@@H]1CN2CCC1CC2)=O)(C)C